4-(2-hydroxyethoxy)-3-cymene OCCOC1=C(C=C(C=C1)C(C)C)C